3-[[2-fluoro-4-(trifluoromethyl)benzyl]amino]azetidine-1-carboxylic Acid Tert-Butyl Ester C(C)(C)(C)OC(=O)N1CC(C1)NCC1=C(C=C(C=C1)C(F)(F)F)F